(6-(4-fluorophenyl)-8-hydroxyquinazolin-4-yl)((1-methylpiperidin-4-yl)methyl)carbamic acid tert-butyl ester C(C)(C)(C)OC(N(CC1CCN(CC1)C)C1=NC=NC2=C(C=C(C=C12)C1=CC=C(C=C1)F)O)=O